OC(C)(C)C1=NC=C(C=N1)C1=C(C=C(C(=N1)C1=CC=CC=C1)NC(OC1=CC=C(C=C1)C)=O)C p-tolyl (6-(2-(2-hydroxypropan-2-yl)pyrimidin-5-yl)-5-methyl-2-phenylpyridin-3-yl)carbamate